dodecylbenzenesulfonic acid, bromide C(CCCCCCCCCCC)C1=C(C=CC=C1)S(=O)(=O)Br